1-(1-Methyl-4-nitro-1H-pyrazol-3-yl)-ethanone CN1N=C(C(=C1)[N+](=O)[O-])C(C)=O